O[C@@H]1CC2=CC[C@H]3[C@@H]4CC[C@H]([C@@H](CCC(C(C)C)O)C)[C@]4(CC[C@@H]3[C@]2(CC1)C)C 3β,24-dihydroxycholest-5-ene